(S)-2-((2-(4-(2-ethoxy-2-oxoethyl)-2,6-difluorophenyl)-7-methylimidazo[1,2-a]pyridin-3-yl)methyl)morpholine-4-carboxylic acid methyl ester COC(=O)N1C[C@@H](OCC1)CC1=C(N=C2N1C=CC(=C2)C)C2=C(C=C(C=C2F)CC(=O)OCC)F